2-(4-chlorophenyl)-4-[[4-chlorophenylmethylsulfonyl]oxy]-5-amino-3(2H)-furanone ClC1=CC=C(C=C1)C1OC(=C(C1=O)OS(=O)(=O)CC1=CC=C(C=C1)Cl)N